C1N(CCCC12CCCCC2)C2=CC(=NC(=N2)C(F)(F)F)N(C)CC2CN(CCS2(=O)=O)S(=O)(=O)C 2-(((6-(2-azaspiro[5.5]undecan-2-yl)-2-(trifluoromethyl)pyrimidin-4-yl)(methyl)amino)methyl)-4-(methylsulfonyl)thiomorpholine 1,1-dioxide